2-[2-(4-benzyloxy-6-chloro-2-methyl-3-pyridyl)-2-oxo-ethyl]isoindoline-1,3-dione C(C1=CC=CC=C1)OC1=C(C(=NC(=C1)Cl)C)C(CN1C(C2=CC=CC=C2C1=O)=O)=O